4-octyloxy-phenylethene C(CCCCCCC)OC1=CC=C(C=C1)C=C